FC1(CCC(CC1)[C@H](C(=O)OCC)C)F |r| (±)-Ethyl 2-(4,4-difluorocyclohexyl)propanoate